N-[[5-[5-(difluoromethyl)-1,3,4-oxadiazol-2-yl]thiazol-2-yl]methyl]-1-imino-1-oxo-N-phenyl-1,4-thiazinan-4-sulfonamide FC(C1=NN=C(O1)C1=CN=C(S1)CN(S(=O)(=O)N1CCS(CC1)(=O)=N)C1=CC=CC=C1)F